ClC1=C(C=CC(=C1)F)C1=CC(OC2=CC(=CC=C12)C[C@H](C(=O)N1C[C@H](CCC1)C(=O)O)C)=O (S)-1-((R)-3-(4-(2-chloro-4-fluorophenyl)-2-oxo-2H-chromen-7-yl)-2-methylpropanoyl)piperidine-3-carboxylic acid